FC=1C=C(C=CC1OC=1C2=C(N=CN1)C=C(C(=N2)OC)OCCOC)NC(=O)C2(CC2)C(=O)NC2=CC=C(C=C2)F 1-N'-[3-fluoro-4-[6-methoxy-7-(2-methoxyethoxy)pyrido[3,2-d]pyrimidin-4-yl]oxy-phenyl]-1-N-(4-fluorophenyl)cyclopropane-1,1-dicarboxamide